ClC1=C(C(=CC=C1Cl)OCOCC[Si](C)(C)C)[C@H]1CC(N(C1)C=1C=NN(C1)C1COC1)=S |r| rac-4-(2,3-dichloro-6-((2-(trimethylsilyl)ethoxy)methoxy)phenyl)-1-(1-(oxetan-3-yl)-1H-pyrazol-4-yl)pyrrolidine-2-thione